1-[3-(2-ethyl-4-fluoro-5-methyl-pyrazol-3-yl)-1H-1,2,4-triazol-5-yl]-6-methyl-imidazo[1,5-a]pyrazine-3-carboxamide C(C)N1N=C(C(=C1C1=NNC(=N1)C=1N=C(N2C1C=NC(=C2)C)C(=O)N)F)C